2-(2-(1-((R)-1-(2,6-dichloro-3-cyclopropylphenyl)ethyl)-1H-[1,2,3]triazolo[4,5-c]pyridin-6-yl)phenyl)propanamide ClC1=C(C(=CC=C1C1CC1)Cl)[C@@H](C)N1N=NC=2C=NC(=CC21)C2=C(C=CC=C2)C(C(=O)N)C